2,4,6-trip-tolyl-1,3,5-triazine C1(=CC=C(C=C1)C1=NC(=NC(=N1)C1=CC=C(C=C1)C)C1=CC=C(C=C1)C)C